3-methyl-5-(2-oxopropyl)oxopentan-2-one Methyl-1-((5-bromothiophen-2-yl)sulfonyl)-5-phenylpiperidine-3-carboxylate COC(=O)C1CN(CC(C1)C1=CC=CC=C1)S(=O)(=O)C=1SC(=CC1)Br.CC(C(C=O)=O)CCCC(C)=O